5,6-DICHLORO-1-METHYL-1H-BENZO[D]IMIDAZOLE-2(3H)-ONE ClC1=CC2=C(N(C(N2)=O)C)C=C1Cl